C(C)N1C(=NN(C1=O)C=1N(C(C2=CC=CC=C2C1C1=CC=CC=C1)=O)C1=CC(=CC=C1)F)CO (4-ethyl-3-(hydroxymethyl)-5-oxo-4,5-dihydro-1H-1,2,4-triazol-1-yl)-2-(3-fluorophenyl)-4-phenylisoquinolin-1(2H)-one